(2R,3S,4S)-4-hydroxy-2-[(4-methoxyphenyl)methyl]pyrrolidin-3-yl N-{2-[3-(aminomethyl)-3-hydroxyazetidin-1-yl]ethyl}carbamate NCC1(CN(C1)CCNC(O[C@H]1[C@H](NC[C@@H]1O)CC1=CC=C(C=C1)OC)=O)O